1-benzyloxy-4-[(1S)-1-isocyanatoethyl]benzene C(C1=CC=CC=C1)OC1=CC=C(C=C1)[C@H](C)N=C=O